(Z)-(1-bromo-4-chlorobut-2-en-2-yl)benzene BrC\C(=C/CCl)\C1=CC=CC=C1